C(C=C)(=O)N1C[C@H](OC[C@@H]1C)C1=CC(=NC(=C1)Cl)C1=CC(=NC(=N1)C)C(=O)NC 6-(4-((2R,5S)-4-acryloyl-5-methylmorpholin-2-yl)-6-chloropyridin-2-yl)-N,2-dimethylpyrimidine-4-carboxamide